propyl-pentaethylenehexamine C(CC)NCCNCCNCCNCCNCCN